3,3'-sulfonylbisbenzoic acid dichloride S(=O)(=O)(C=1C=C(C(=O)Cl)C=CC1)C=1C=C(C(=O)Cl)C=CC1